N-(2-((6-oxo-5-(trifluoromethyl)-1,6-dihydropyridazin-4-yl)amino)propoxy)acetamide S-(3-hydroxybutan-2-yl)ethanethioate OC(C(C)S=C(C)O)C.O=C1C(=C(C=NN1)NC(CONC(C)=O)C)C(F)(F)F